methylpyrrolidinium tetrakis(pentafluorophenyl)borate FC1=C(C(=C(C(=C1[B-](C1=C(C(=C(C(=C1F)F)F)F)F)(C1=C(C(=C(C(=C1F)F)F)F)F)C1=C(C(=C(C(=C1F)F)F)F)F)F)F)F)F.C[NH+]1CCCC1